4-(2-ethoxypyrimidin-5-yl)-N-(3-(methylsulfonamido)phenyl)thiophene-2-carboxamide C(C)OC1=NC=C(C=N1)C=1C=C(SC1)C(=O)NC1=CC(=CC=C1)NS(=O)(=O)C